([tert-butyl(dimethyl)silyl]oxy)-2-({[tert-butyl(dimethyl)silyl]oxy}methyl)propanoate [Si](C)(C)(C(C)(C)C)OC(C(=O)[O-])(C)CO[Si](C)(C)C(C)(C)C